17-fluoro-5-[5-methyl-2,5-diazabicyclo[2.2.1]heptan-2-yl]-7,11-dioxa-20,23,24-triazapentacyclo[17.5.2.12,6.013,18.022,25]heptacosa-1(24),2,4,6(27),13(18),14,16,19,21,25-decaene FC1=CC=CC=2COCCCOC=3C(=CC=C(C4=NNC5=CN=C(C12)C=C45)C3)N3C4CN(C(C3)C4)C